tert-butyl 4-[[3-(2,4-dioxohexahydropyrimidin-1-yl)-1-methyl-indazol-6-yl]amino]-3,3-difluoro-piperidine-1-carboxylate O=C1N(CCC(N1)=O)C1=NN(C2=CC(=CC=C12)NC1C(CN(CC1)C(=O)OC(C)(C)C)(F)F)C